3-fluoro-5-methoxy-7-methyl-1H-indole-4-carbaldehyde FC1=CNC=2C(=CC(=C(C12)C=O)OC)C